6-(2,2-difluoroethoxy)pyridin-3-amine FC(COC1=CC=C(C=N1)N)F